(2S,4R)-1-{(2S)-2-[(6-bromo-1-benzofuran-2-carbonyl)amino]-3,3-dimethylbutyryl}-4-hydroxy-N-{(1S)-1-[4-(4-methyl-1,3-thiazol-5-yl)phenyl]ethyl}pyrrolidine-2-carboxamide BrC1=CC2=C(C=C(O2)C(=O)N[C@H](C(=O)N2[C@@H](C[C@H](C2)O)C(=O)N[C@@H](C)C2=CC=C(C=C2)C2=C(N=CS2)C)C(C)(C)C)C=C1